3,5-diphenyl-1,2,4-triazole C1(=CC=CC=C1)C1=NNC(=N1)C1=CC=CC=C1